C(C)(=O)OC(CC=CC=C)CCCCCCCCCC 6-hexadecadienyl acetate